OC(CCCCCCCCCCC(=O)OC(CCCCCCCCCCC(=O)O)CCCCCC)CCCCCC 12-((12-hydroxyoctadecanoyl)oxy)stearic acid